N-(2,4-difluoro-3-(((3-methyl-4-(pyridin-2-yl)-1H-pyrazolo[3,4-b]pyridin-5-yl)oxy)methyl)phenyl)-5-fluoro-2-methoxypyridine-3-sulfonamide FC1=C(C=CC(=C1COC=1C(=C2C(=NC1)NN=C2C)C2=NC=CC=C2)F)NS(=O)(=O)C=2C(=NC=C(C2)F)OC